{6-[(1R)-1-Amino-3,3-difluoro-8-azaspiro[4.5]decan-8-yl]-3-iodo-1-{[2-(trimethylsilyl)ethoxy]methyl}-1H-pyrazolo[3,4-b]pyrazin-5-yl}methanol N[C@@H]1CC(CC12CCN(CC2)C2=C(N=C1C(=N2)N(N=C1I)COCC[Si](C)(C)C)CO)(F)F